7-butyl-3-[(4-hydroxy-1-isopropyl-2-oxo-1,2-dihydropyrrolo[1,2-b]pyridazine-3-carbonyl)amino]-8-azabicyclo[3.2.1]octane-8-carboxylate C(CCC)C1CC2CC(CC1N2C(=O)[O-])NC(=O)C2=C(C=1N(N(C2=O)C(C)C)C=CC1)O